(2-((2,6-dimethylphenyl)amino)-2-oxoethyl)triphenylphosphonium formate C(=O)[O-].CC1=C(C(=CC=C1)C)NC(C[P+](C1=CC=CC=C1)(C1=CC=CC=C1)C1=CC=CC=C1)=O